FC=1C=C(C=CC1)C(=O)N1CCC2(CO2)CC1 (3-Fluorophenyl)(1-oxa-6-azaspiro[2.5]octan-6-yl)methanone